N-[(1S,9S)-4-methoxy-17-methyl-17-azatetracyclo[7.5.3.01,10.02,7]heptadeca-2(7),3,5-trien-5-yl]-2,2-dimethylpropanamide COC1=CC=2[C@@]34C([C@H](CC2C=C1NC(C(C)(C)C)=O)N(CC4)C)CCCC3